S1C(=NC=C1)NC(=O)[C@@H]1C(=C1C=1C=NC(=CC1)S(=O)(=O)C)C1=CCCCC1 |r| (±)-(E)-2-cyclohexenyl-1-(6-methanesulfonyl-pyridin-3-yl)-cyclopropenylcarboxylic acid thiazol-2-ylamide